2-[2-(ethylamino)-4-isopropyl-7-oxo-thieno[2,3-d]pyridazin-6-yl]acetic acid C(C)NC1=CC2=C(C(N(N=C2C(C)C)CC(=O)O)=O)S1